(R)-N-((S)-1'-(5-bromo-4-cyano-7H-pyrrolo[2,3-d]pyrimidin-2-yl)-1,3-dihydrospiro[indene-2,4'-piperidine]-1-yl)-2-methylpropane-2-sulfinamide BrC1=CNC=2N=C(N=C(C21)C#N)N2CCC1(CC2)[C@@H](C2=CC=CC=C2C1)N[S@](=O)C(C)(C)C